BrC=1N=C(C=2N(C(C(=C(N2)C)Cl)=O)C1)C1=C(C=C(C=C1)F)F 7-bromo-3-chloro-9-(2,4-difluorophenyl)-2-methyl-4H-pyrazino[1,2-a]pyrimidin-4-one